NC(=N)N.[N].[N].[N].[N].[N] Pentanitrogen guanidine salt